C(C)(=O)N(C1CCN(CC1)C1=CC=C(C=N1)C(=O)NC1=NN(C(=C1)C1=NC2=C(N1)C=CC=C2)CC2=CC=C(C=C2)OC)C 6-[4-[acetyl(methyl)amino]-1-piperidyl]-N-[5-(1H-benzimidazol-2-yl)-1-[(4-methoxyphenyl)methyl]pyrazol-3-yl]pyridine-3-carboxamide